(R)-6-chloro-3-((1-(3,6-dimethyl-4-oxo-2-(2-(2,2,2-trifluoroethyl)-2H-indazol-5-yl)-3,4-dihydroquinazolin-8-yl)ethyl)amino)-N-(methylsulfonyl)picolinamide ClC1=CC=C(C(=N1)C(=O)NS(=O)(=O)C)N[C@H](C)C=1C=C(C=C2C(N(C(=NC12)C1=CC2=CN(N=C2C=C1)CC(F)(F)F)C)=O)C